ClC1=CC=C(S1)CNC(=O)C1=NN(C=2C(N(CCC21)CC2(CC2)S(=O)(=O)C2CC2)=O)C N-((5-Chlorothiophen-2-yl)methyl)-6-((1-(cyclopropylsulfonyl)cyclopropyl)methyl)-1-methyl-7-oxo-4,5,6,7-tetrahydro-1H-pyrazolo[3,4-c]pyridine-3-carboxamide